C(CC)(=O)OC(C)(C)C tertiary-butyl propionate